4-({3-chloro-7H-pyrrolo[2,3-c]pyridazin-7-yl}methyl)-1-methylpiperidine-4-carbonitrile ClC1=CC2=C(N=N1)N(C=C2)CC2(CCN(CC2)C)C#N